Benzyl 4-((4-((4-(2-(diethylamino)-4-(3-(2,6-difluorophenylsulfonamido)-2-fluorophenyl)thiazol-5-yl)pyrimidin-2-yl)amino)piperidin-1-yl)sulfonyl)piperazine-1-carboxylate C(C)N(C=1SC(=C(N1)C1=C(C(=CC=C1)NS(=O)(=O)C1=C(C=CC=C1F)F)F)C1=NC(=NC=C1)NC1CCN(CC1)S(=O)(=O)N1CCN(CC1)C(=O)OCC1=CC=CC=C1)CC